ClC=1C=CC2=C([C@@H](C[C@@H](O2)C(=O)NC23CC(C2)(C3)NC(C3=CC(=C(C=C3)Cl)F)=O)O)C1 (2R,4R)-6-chloro-N-[3-(4-chloro-3-fluorobenzamido)bicyclo[1.1.1]pent-1-yl]-4-hydroxy-3,4-dihydro-2H-1-benzopyran-2-carboxamide